ClC1=NC=CC=C1OC1=NC2=CC=C(C=C2C=C1)NC(C1=NC=CC(=C1O)OC)=O N-(2-((2-chloropyridin-3-yl)oxy)quinolin-6-yl)-3-hydroxy-4-methoxypicolinamide